C1(CC1)CN1C(=NC2=NC=C(C=C21)C=2C=CN1N=CN=C(C12)OC)C 1-cyclopropylmethyl-6-(4-methoxypyrrolo[2,1-f][1,2,4]triazin-5-yl)-2-methyl-1H-imidazo[4,5-b]pyridine